C(#N)C(C(=O)N1CCC(CC1)N1N=CC(=C1C)C=1C=C(C=2N(C1)N=CC2C#N)OC)=CC(CN2CCOCC2)(C)C 6-[1-[1-[2-Cyano-4,4-dimethyl-5-morpholino-pent-2-enoyl]-4-piperidyl]-5-methyl-pyrazol-4-yl]-4-methoxy-pyrazolo[1,5-a]pyridine-3-carbonitrile